ClC=1C(=NC=CC1C(F)(F)F)C(=O)NC1=CC(=C(C=C1)C)C=1C=NC2=CC(=NC=C2C1)N(C)CC1=CC=C(C=C1)OC 3-chloro-N-(3-(7-((4-methoxybenzyl)(methyl)amino)-1,6-naphthyridin-3-yl)-4-methylphenyl)-4-(trifluoromethyl)picolinamide